(2-(benzo[c][1,2,5]oxadiazol-5-ylmethoxy)-5-chloro-4-((2-chloro-3'-fluoro-[1,1'-biphenyl]-3-yl)methoxy)benzyl)-D-serine ethyl ester hydrochloride Cl.C(C)OC([C@H](NCC1=C(C=C(C(=C1)Cl)OCC=1C(=C(C=CC1)C1=CC(=CC=C1)F)Cl)OCC1=CC=2C(=NON2)C=C1)CO)=O